C1(CCCCC1)CN1CCN(CC1)C=1SC2=C(C(C1)=O)C=C(C=C2[N+](=O)[O-])C(F)(F)F 2-(4-(Cyclohexylmethyl)piperazin-1-yl)-6-(trifluoromethyl)-8-nitro-benzothiopyran-4-one